C(C)(=O)O[C@@H]1[C@H](OC=2C=C(C=C(C2C1=O)O)O)C1=CC(O)=C(O)C=C1 (taxifolin) 3-O-acetate